C(C)OCC=1N(C2=C(C(=NC=3C=CC=C(C23)OC2CNCC2)N)N1)C 2-(Ethoxymethyl)-1-methyl-9-(pyrrolidin-3-yloxy)-1H-imidazo[4,5-c]quinolin-4-amine